Cyclooctadiene ruthenium (II) dichloride [Ru](Cl)Cl.C1=CC=CCCCC1